NC=1C(=C(C=C2C=C(N=CC12)NC(O[C@H]1[C@H](CNCC1)F)=O)C1=C(C2=C(OCCN2)N=C1)C)F (3S,4R)-3-fluoropiperidin-4-yl (8-amino-7-fluoro-6-(8-methyl-2,3-dihydro-1H-pyrido[2,3-b][1,4]oxazin-7-yl)isoquinolin-3-yl)carbamate